{4-(1H-pyrrol-1-yl)phenyl}methanol N1(C=CC=C1)C1=CC=C(C=C1)CO